C(CCCCC)OC1=CC=C(C(=O)[O-])C=C1 4-hexoxybenzoat